N-[(1R)-1-{5-[(1S)-2,2-difluorocyclopropane-1-carbonyl]-5,6,7,8-tetrahydro-1,5-naphthyridin-2-yl}ethyl]-4-fluorobenzamide FC1([C@@H](C1)C(=O)N1C=2C=CC(=NC2CCC1)[C@@H](C)NC(C1=CC=C(C=C1)F)=O)F